2-amino-7-cyano-6-cyclopropyl-1-(6-fluoro-5-methyl-1H-indazol-4-yl)-1H-pyrrolo[3,2-c]pyridine-3-carboxamide NC1=C(C=2C=NC(=C(C2N1C1=C2C=NNC2=CC(=C1C)F)C#N)C1CC1)C(=O)N